FC1CN(CC1)C1=NC=C(C(=O)N)C=C1 6-(3-fluoropyrrolidin-1-yl)nicotinamide